Cl.C(C)(C)(C)OC(=O)N1CC(CCC1)CN 3-(aminomethyl)piperidine-1-carboxylic acid tert-butyl ester hydrochloride